2-(1,4-dioxan-2-yl)-7-methoxy-imidazo[1,2-a]pyridin-6-amine O1C(COCC1)C=1N=C2N(C=C(C(=C2)OC)N)C1